4-p-tolylstyrene C1(=CC=C(C=C1)C1=CC=C(C=C)C=C1)C